[Cl-].[Cl-].C(C)C1=NC=CC(=C1)C1=CC=NC=C1 ethyl-4,4'-bipyridyl dichloride